4-[5-(1-amino-2-oxo-2-piperidin-1-ylethyl)pyridin-2-yl]-3-(5-cyclopropyl-2-methylpyrazol-3-yl)oxybenzonitrile NC(C(N1CCCCC1)=O)C=1C=CC(=NC1)C1=C(C=C(C#N)C=C1)OC=1N(N=C(C1)C1CC1)C